ClC=1C=C(C=CC1)C1OC(=C(C1=O)OS(=O)(=O)CC1=CC=CC=C1)N 2-(3-chlorophenyl)-4-[[phenylmethylsulfonyl]oxy]-5-amino-3(2H)-furanone